4-bromopiperidine-2,6-dione BrC1CC(NC(C1)=O)=O